COC(=O)C1(CC(C1)OC)C=1C=NC(=C(C1)Br)Cl 1-(5-bromo-6-chloropyridin-3-yl)-3-methoxycyclobutane-1-carboxylic acid methyl ester